COC1=C2C(=CNC2=CC=C1)CCN(C)C1CC1 N-(2-(4-methoxy-1H-indol-3-yl)ethyl)-N-methylcyclopropylamine